COC1=CC2=C(NC(=N2)C2=C(C=3C(NC2=O)=CN(N3)CC)N[C@@H](C)C3=NC=CC=N3)C=C1OC (S)-6-(5,6-Dimethoxy-1H-benzo[d]imidazol-2-yl)-2-ethyl-7-((1-(pyrimidin-2-yl)ethyl)-amino)-2H-pyrazolo[4,3-b]pyridin-5(4H)-one